ClCC(=O)N(C)C1=C(C=CC=C1)C(=O)C1=CC=C(C=C1)C1=CC=C(C=C1)OC 2-chloro-N-(2-(4'-methoxy-[1,1'-biphenyl]-4-carbonyl)phenyl)-N-methylacetamide